N-((1R,3S)-3-((2-chloro-5-(trifluoromethyl)thieno[3,2-b]pyridin-7-yl)amino)cyclohexyl)-1-methyl-1H-pyrazole-4-carboxamide trifluoroacetate FC(C(=O)O)(F)F.ClC1=CC2=NC(=CC(=C2S1)N[C@@H]1C[C@@H](CCC1)NC(=O)C=1C=NN(C1)C)C(F)(F)F